FC1=C(/C=C/C2=CC=C(NC)C=C2)C(=CC=C1)F (E)-4-(2,6-difluorostyryl)-N-methylaniline